2-(4-(2-(4-(7-(4-cyano-3-(trifluoromethyl)phenyl)-8-oxo-6-thioxo-5,7-diazaspiro[3.4]octan-5-yl)-2-ethylphenoxy)ethyl)piperidin-1-yl)-N-(3-(2,6-dioxopiperidin-3-ylamino)phenyl)acetamide C(#N)C1=C(C=C(C=C1)N1C(N(C2(CCC2)C1=O)C1=CC(=C(OCCC2CCN(CC2)CC(=O)NC2=CC(=CC=C2)NC2C(NC(CC2)=O)=O)C=C1)CC)=S)C(F)(F)F